3-[4-[4-[[tert-butyl(dimethyl)silyl]oxymethyl]-1-piperidyl]phenyl]piperidine-2,6-dione [Si](C)(C)(C(C)(C)C)OCC1CCN(CC1)C1=CC=C(C=C1)C1C(NC(CC1)=O)=O